ClC=1C=C2C=C(NC2=CC1OCC1=NOC=C1)CNC(=O)N1[C@@H](CC1)C (R)-N-((5-chloro-6-(isoxazol-3-ylmethoxy)-1H-indol-2-yl)methyl)-2-methylazetidine-1-carboxamide